N=1C=CN2C=NC=3C=C(C=CC3C21)C(=O)O imidazo[1,2-c]quinazoline-8-carboxylic acid